5-(1-(tert-butoxycarbonylamino)-3-methoxy-3-oxopropyl)pyridin-3-ylboronic acid C(C)(C)(C)OC(=O)NC(CC(=O)OC)C=1C=C(C=NC1)B(O)O